N1(N=NC2=C1C=CC=C2)OS(=O)(=O)C2=C(C=C(C=C2)[N+](=O)[O-])[N+](=O)[O-] 2,4-dinitrobenzenesulfonic acid 1H-benzo[d][1,2,3]Triazol-1-yl ester